titanium monoethyl (ethylacetoacetate) C(C)CC(CC(=O)OCC)=O.[Ti]